5-(4-((4-(4-amino-3-(4-phenoxyphenyl)-1H-pyrazolo[3,4-d]pyrimidin-1-yl)piperidin-1-yl)methyl)-[1,4'-bipiperidin]-1'-yl)-2-(2,4-dioxotetrahydropyrimidin-1(2H)-yl)isoindoline-1,3-dione NC1=C2C(=NC=N1)N(N=C2C2=CC=C(C=C2)OC2=CC=CC=C2)C2CCN(CC2)CC2CCN(CC2)C2CCN(CC2)C=2C=C1C(N(C(C1=CC2)=O)N2C(NC(CC2)=O)=O)=O